O=S1(C(CC1)C1C(SC1=O)=O)=O 1,1-dioxothietanyl-(dioxothietan)